4-(1,2,4-triazol-1-yl)aniline tert-butyl-(R)-(cyclopropylmethyl)(1-(6-((5-(5-cyclopropylpyridin-3-yl)-1,3,4-thiadiazol-2-yl)methyl)pyridin-3-yl)piperidin-3-yl)carbamate C(C)(C)(C)OC(N([C@H]1CN(CCC1)C=1C=NC(=CC1)CC=1SC(=NN1)C=1C=NC=C(C1)C1CC1)CC1CC1)=O.N1(N=CN=C1)C1=CC=C(N)C=C1